2-fluoroethyl (methyl) ether COCCF